(R)-3-(4-fluorophenyl)-1-isobutyl-1-(1-(3-methyl-4-oxo-3,4-dihydrophthalazin-1-yl)ethyl)urea FC1=CC=C(C=C1)NC(N([C@H](C)C1=NN(C(C2=CC=CC=C12)=O)C)CC(C)C)=O